6-bromoindolin-2-one BrC1=CC=C2CC(NC2=C1)=O